C(#N)C=1C=CC(=NC1)N1CCN(CC1)C(=O)NC[C@H]1CCC=2C1=NNC(C2C(F)(F)F)=O |r| rac-4-(5-Cyanopyridin-2-yl)-N-((3-oxo-4-(trifluoromethyl)-3,5,6,7-tetrahydro-2H-cyclopenta[c]pyridazin-7-yl)methyl)piperazine-1-carboxamide